FC1=NC=CC(=C1N1CCC(CC1)C1=CC=2C(=NC(=CN2)C)N(C1=O)CC1=NC=CC=C1C(F)(F)F)OC 7-(1-(2-fluoro-4-methoxypyridin-3-yl)piperidin-4-yl)-3-methyl-5-((3-(trifluoromethyl)pyridin-2-yl)methyl)pyrido[2,3-b]pyrazin-6(5H)-one